2-((3S,4R)-3-fluoro-4-((2-(3-((2-methoxy-4-(methylsulfonyl)phenyl)amino)prop-1-yn-1-yl)-3-vinyl-2H-indazol-7-yl)amino)piperidin-1-yl)ethan-1-ol F[C@H]1CN(CC[C@H]1NC1=CC=CC2=C(N(N=C12)C#CCNC1=C(C=C(C=C1)S(=O)(=O)C)OC)C=C)CCO